(S)-Ethyl 3-(6-(2-(5,6,7,8-tetrahydro-1,8-naphthyridin-2-yl)ethyl)spiro[3.3]heptane-2-carboxamido)-2-(2,4,6-trimethylphenylsulfonamido)propanoate N1=C(C=CC=2CCCNC12)CCC1CC2(CC(C2)C(=O)NC[C@@H](C(=O)OCC)NS(=O)(=O)C2=C(C=C(C=C2C)C)C)C1